5-{(3S)-1-[cyclopropyl(1H-imidazol-2-yl)methyl]-5',6'-dihydrospiro[pyrrolidine-3,4'-pyrrolo[1,2-b]pyrazol]-2'-yl}-3-(trifluoromethyl)pyridin-2-amine C1(CC1)C(N1C[C@@]2(CCN3N=C(C=C32)C=3C=C(C(=NC3)N)C(F)(F)F)CC1)C=1NC=CN1